dicarboxylaspartic acid C(=O)(O)N([C@@H](CC(=O)O)C(=O)O)C(=O)O